2-(4,4,5,5-tetramethyl-1,3,2-dioxaborolan-2-yl)-4-((2-(trimethylsilyl)ethoxy)methyl)-6,7-dihydropyrazolo[1,5-a]pyrimidin-5(4H)-one CC1(OB(OC1(C)C)C1=NN2C(N(C(CC2)=O)COCC[Si](C)(C)C)=C1)C